ClC1=C(C2=NC(=NC=3N([C@H]4CCOC[C@@H]4OC(=N1)C23)C)OC[C@]23CCCN3C[C@@H](C2)F)F (7aR,11aS)-5-chloro-4-fluoro-2-(((2R,7aS)-2-fluorotetrahydro-1H-pyrrolizin-7a(5H)-yl)methoxy)-12-methyl-7a,8,10,11,11a,12-hexahydro-7,9-dioxa-1,3,6,12-tetraazapleiadene